acetone ethyl-acetate C(C)OC(C)=O.CC(=O)C